CC(C(C(C)(C)C)(N)N)(C)C tetramethyl-diaminopentane